4-[1-[2-[5-cyclopropyl-3-difluoromethylpyrazol-1-yl]acetyl]-4-piperidinyl]-N-tetrahydronaphthalen-1-ylpyridin-2-carboxamide C1(CC1)C1=CC(=NN1CC(=O)N1CCC(CC1)C1=CC(=NC=C1)C(=O)NC1CCCC2=CC=CC=C12)C(F)F